tetrakis(2-pyridinylmethyl)-1,2-ethanediamine N1=C(C=CC=C1)CC(C(N)(CC1=NC=CC=C1)CC1=NC=CC=C1)(N)CC1=NC=CC=C1